2,3-dibromothiophene-2-d BrC1(SC=CC1Br)[2H]